FC(OC=1C=C(CN2CCCCC2)C=CC1)F 1-(3-(difluoromethoxy)benzyl)piperidin